2-benzyl-2-azaspiro[3.3]heptan-6-yl 4-[4-(trifluoromethyl)phenyl]piperazine-1-carboxylate FC(C1=CC=C(C=C1)N1CCN(CC1)C(=O)OC1CC2(CN(C2)CC2=CC=CC=C2)C1)(F)F